(S)-1-(3-(4,4'-dimethoxytrityl)-2-hydroxypropyl)-N4-acetylcytosine COC1=CC=C(C(C2=CC=C(C=C2)OC)(C2=CC=CC=C2)C[C@@H](CN2C(=O)N=C(NC(C)=O)C=C2)O)C=C1